C1(=CC=CC=C1)C=1C(=NC2=CC=CC=C2C1)C1=NC=CC=C1C1=CC=CC=C1.[Pt+2] platinum(II) [phenyl(phenylpyridinyl)quinoline]